CN(C(=O)NC1COC(C1)=O)[C@@H](C)C1=CC=NC=C1 1-Methyl-3-(5-oxotetrahydrofuran-3-yl)-1-[(1S)-1-(4-pyridyl)ethyl]urea